N[C@@H](C(C)C)C(=O)[O-] valineat